BrC1=CC(=C(COC2(COC2)C2=CC(=C(C=C2F)N=CN(C)CC)C)C=C1)F N'-(4-(3-((4-bromo-2-fluorobenzyl)oxy)oxetan-3-yl)-5-fluoro-2-methylphenyl)-N-ethyl-N-methylformimidamide